N-(1-ethyl-2-oxo-1,2-dihydropyridin-3-yl)-7-methoxy-2-(tetrahydro-2H-pyran-4-yl)imidazo[1,2-a]pyridine-6-carboxamide C(C)N1C(C(=CC=C1)NC(=O)C=1C(=CC=2N(C1)C=C(N2)C2CCOCC2)OC)=O